C(C=C)(=O)N(NC([C@H](CC(C)C)NC([C@H](C(C)C)NC(OCC1=CC=CC=C1)=O)=O)=O)CCC(=O)N Benzyl ((S)-1-(((S)-1-(2-acryloyl-2-(3-amino-3-oxopropyl)hydrazinyl)-4-methyl-1-oxopentan-2-yl)amino)-3-methyl-1-oxobutan-2-yl)carbamate